CC1C(C2=CC(=C(C=C2C1)C)C)=O methyl-5,6-dimethyl-1-indanone